ethyl (2e)-3-(4-fluoro-2-methyl-3-nitrophenyl)prop-2-enoate FC1=C(C(=C(C=C1)/C=C/C(=O)OCC)C)[N+](=O)[O-]